N-[3-(4-amino-7-methyl-7H-pyrrolo[2,3-d]pyrimidin-5-yl)-2-methyl-phenyl]-3-chloro-4-methoxy-benzenesulfonamide NC=1C2=C(N=CN1)N(C=C2C=2C(=C(C=CC2)NS(=O)(=O)C2=CC(=C(C=C2)OC)Cl)C)C